ortho-acetamido-benzoic acid C(C)(=O)NC1=C(C(=O)O)C=CC=C1